[Li].[Cu].[Ni] nickel-copper lithium